((5-chloro-1H-indol-2-yl)methyl)piperazine-1-carboxylic acid tert-butyl ester C(C)(C)(C)OC(=O)N1C(CNCC1)CC=1NC2=CC=C(C=C2C1)Cl